C(C)OC(=O)[C@H]1N([C@H]2C[C@]2(C1)COCCN)C(=O)OC(C)(C)C (1S,3S,5R)-5-((2-aminoethoxy)methyl)-2-azabicyclo[3.1.0]hexane-2,3-dicarboxylic acid 2-(tert-butyl) ester 3-ethyl ester